aluminum borate sulfate S(=O)(=O)([O-])[O-].B([O-])(O)O.[Al+3]